N-((5-bromo-4-methylpyridin-2-yl)methyl)-1-(2-(3-fluoro-4-methylphenyl)-2H-pyrazolo[3,4-d]pyrimidin-4-yl)piperidine-3-carboxamide BrC=1C(=CC(=NC1)CNC(=O)C1CN(CCC1)C=1C=2C(N=CN1)=NN(C2)C2=CC(=C(C=C2)C)F)C